[N+](=[N-])=CC(=O)OC(C)(C)C tertiary butyl diazoacetate